ClC1=C(C=CC=C1Cl)[C@H]1NCC[C@H]1N[S@](=O)C(C)(C)C (R)-N-[(2R,3R)-2-(2,3-Dichlorophenyl)pyrrolidin-3-yl]-2-methyl-propane-2-sulfinamide